N1(CCC1)CC=1C(=NN(C1)C1=NC(=NC=C1)NC=1C(=CC(=C(C1)C(C(=O)N)=C)N1CCOCC1)OC)C1=CC=C(C=C1)F 5-(4-(4-(azetidin-1-ylmethyl)-3-(4-fluorophenyl)-1H-pyrazol-1-yl)Pyrimidin-2-ylamino)-4-methoxy-2-morpholinophenyl-acrylamide